BrC=1C=C2C3(CN(C(C2=CC1)=O)CC(=O)NC1=C(C=C2C(=N1)N(N=C2)C2OCCCC2)F)CC3 2-(6'-bromo-1'-oxo-1'H-spiro[cyclopropan-1,4'-isoquinolin]-2'(3'H)-yl)-N-(5-fluoro-1-(tetrahydro-2H-pyran-2-yl)-1H-pyrazolo[3,4-b]pyridin-6-yl)acetamide